O1COC2=C1C=CC(=C2)C=2C(=NC=NC2)NCC2=CC(=CC(=C2)Cl)Cl 5-(benzo[d][1,3]dioxol-5-yl)-N-(3,5-dichlorobenzyl)pyrimidin-4-amine